The molecule is an O-acyl-L-carnitine in which the acyl group is specified as myristoyl (tetradecanoyl). It has a role as a human metabolite. It is an O-tetradecanoylcarnitine and a saturated fatty acyl-L-carnitine. CCCCCCCCCCCCCC(=O)O[C@H](CC(=O)[O-])C[N+](C)(C)C